N-Butyl-4-methyl-4'-(2-(4-methylpiperazin-1-yl)ethyl)-[1,1'-biphenyl]-3-amine C(CCC)NC=1C=C(C=CC1C)C1=CC=C(C=C1)CCN1CCN(CC1)C